2-bromo-3-((1,2-dimethylcyclopropyl)methyl)pyridine methyl-5-bromo-2-propylbenzofuran-3-carboxylate COC(=O)C1=C(OC2=C1C=C(C=C2)Br)CCC.BrC2=NC=CC=C2CC2(C(C2)C)C